P(OCC1=CC2=CC=CC=C2C(=C1)C1=C(C=2N=C(N=C(C2C=N1)N1C[C@H]2CC[C@@H](C1)N2)OCC21CCCN1CCC2)F)([O-])[O-] (4-(4-((1R,5S)-3,8-diazabicyclo[3.2.1]octan-3-yl)-8-fluoro-2-((tetrahydro-1H-pyrrolizin-7a(5H)-yl)methoxy)pyrido[4,3-d]pyrimidin-7-yl)naphthalen-2-yl)(methyl) phosphite